ClC1=NC(=NC(=C1)C1=C(C=CC=C1C)C)NS(=O)(=O)C=1C=C(C(=O)N2[C@H](CN(CC(C2)O)C(=O)OC(C)(C)C)CC(C)C)C=CC1 tert-butyl (3S)-4-[3-[[4-chloro-6-(2,6-dimethylphenyl)pyrimidin-2-yl]sulfamoyl]benzoyl]-6-hydroxy-3-isobutyl-1,4-diazepane-1-carboxylate